tert-Butyl (6-(4-allyl-4H-1,2,4-triazol-3-yl)pyridin-2-yl)(2-(allyloxy)-4-(trifluoromethyl)benzoyl)carbamate C(C=C)N1C(=NN=C1)C1=CC=CC(=N1)N(C(OC(C)(C)C)=O)C(C1=C(C=C(C=C1)C(F)(F)F)OCC=C)=O